N-(2-(3-chloro-1-methyl-1H-pyrazol-4-yl)pyrimidin-4-yl)-5-isopropyl-8-(3-((methylsulfonyl)methyl)cyclobutyl)isoquinolin-3-amine ClC1=NN(C=C1C1=NC=CC(=N1)NC=1N=CC2=C(C=CC(=C2C1)C(C)C)C1CC(C1)CS(=O)(=O)C)C